1,6-dimethyl-4-(1-(4-phenoxybenzyl)piperidin-4-yl)-1,4-dihydropyrido[2,3-b]pyrazine-2,3-dione CN1C2=C(N(C(C1=O)=O)C1CCN(CC1)CC1=CC=C(C=C1)OC1=CC=CC=C1)N=C(C=C2)C